3-ethyl-5-((1-methylpiperidin-3-yl)amino)pyridine C(C)C=1C=NC=C(C1)NC1CN(CCC1)C